NCC1=CC(=C(C=2CCOC21)C2C(NC(CC2)=O)=O)F 3-(7-(aminomethyl)-5-fluoro-2,3-dihydrobenzofuran-4-yl)piperidine-2,6-dione